O1C=CC2=C1C=CC(=C2)C=2C=CC(=[N+](C2)[O-])C(N[C@H]2CS(C=C2)(=O)=O)=O (R)-5-(benzofuran-5-yl)-2-((1,1-dioxido-2,3-dihydrothiophen-3-yl)carbamoyl)pyridine 1-oxide